CC1=C(C(C)=CC(=C1N)C)N 3,5-dimethyl-2,4-toluenediamine